disodium bisethylphenyl-triaminotriazine stilbenedisulfonate C1(=C(C(=CC=C1)S(=O)(=O)[O-])S(=O)(=O)[O-])C=CC1=CC=CC=C1.C(C)N(C=1C(=NN=NC1N)NC1=CC=CC=C1)CC.[Na+].[Na+]